COC=1C=C(C=C(C1CN(CC#C)C)OC)C1=CN(C(C2=CN=CC=C12)=O)C 4-(3,5-dimethoxy-4-((methyl(prop-2-yn-1-yl)amino)methyl)phenyl)-2-methyl-2,7-naphthyridin-1(2H)-one